ClC1=CC=C(C=C1)NC1=NN=C(C2=CC=CC=C12)CC1=CC=NC=C1 1-N-(4-chlorophenyl)-4-(pyridin-4-ylmethyl)phthalazin-1-amine